benzyl (2S)-2-amino-3-methyl-butyrate N[C@H](C(=O)OCC1=CC=CC=C1)C(C)C